NC1=CC(=NO1)CC1CN(CC1)C(=O)C1=CC(=C(C=C1)OC(F)(F)F)Cl (3-((5-aminoisoxazol-3-yl)methyl)pyrrolidin-1-yl)(3-chloro-4-(trifluoromethoxy)phenyl)methanone